C(C)(C)(C)OC(=O)N1C2=C(OCC1)C=C(C(=C2)OC)I 7-Iodo-6-methoxy-2,3-dihydro-4H-benzo[b][1,4]oxazine-4-carboxylic acid tert-butyl ester